F[C@H]1CNCC[C@H]1NC=1C=2C=C(N(C2C=CC1)CC(F)(F)F)C1=NOC(=N1)CNC1=CC=NN1 N-[(3S,4R)-3-fluoropiperidin-4-yl]-2-(5-{[(1H-pyrazol-5-yl)amino]methyl}-1,2,4-oxadiazol-3-yl)-1-(2,2,2-trifluoroethyl)-1H-indol-4-amine